C(C)OC(=O)C=1N(C=C(N1)N)C.C12(CC3CC(CC(C1)C3)C2)P(C2=CC=CC=C2)C23CC1CC(CC(C2)C1)C3 di(1-adamantyl)phenylphosphine ethyl-4-amino-1-methylimidazole-2-carboxylate